2-(3-(4'-chloro-3'-fluoro-[1,1'-biphenyl]-3-yl)-5-(cyclopropylmethyl)-4-(3-fluoro-4-sulfamoylbenzyl)-1H-pyrazol-1-yl)thiazole-4-carboxylic acid ClC1=C(C=C(C=C1)C1=CC(=CC=C1)C1=NN(C(=C1CC1=CC(=C(C=C1)S(N)(=O)=O)F)CC1CC1)C=1SC=C(N1)C(=O)O)F